3-((7-chloro-1-methyl-6-(pyrazolo[1,5-a]pyrazin-3-yloxy)-1H-imidazo[4,5-b]pyridin-2-yl)amino)-5-cyclopropyl-6-fluoro-1-methylpyridin-2(1H)-one ClC1=C2C(=NC=C1OC=1C=NN3C1C=NC=C3)N=C(N2C)NC=2C(N(C(=C(C2)C2CC2)F)C)=O